C1(CCCCC1)N[SiH2]N([SiH](C)C)[SiH](C)C N-cyclohexyl-N',N'-bis(dimethylsilyl)-silanediamine